C1(CC1)S(=O)(=O)C cyclopropanesulfonylmethane